4-oxopentanoic acid furan-3-ylmethyl ester O1C=C(C=C1)COC(CCC(C)=O)=O